[N+](=O)([O-])C1=CC=C2C(=C1)NC(C21CN(CC1)C(=O)OC(C)(C)C)=O tert-Butyl 6-nitro-2-oxospiro[indoline-3,3'-pyrrolidine]-1'-carboxylate